(5-methoxy-7-methyl-1-tosyl-1H-indol-4-yl)methanol COC=1C(=C2C=CN(C2=C(C1)C)S(=O)(=O)C1=CC=C(C)C=C1)CO